[1,3-bis(2,6-diisopropylphenyl)imidazol-2-ylidene]palladium (0) C(C)(C)C1=C(C(=CC=C1)C(C)C)N1C(N(C=C1)C1=C(C=CC=C1C(C)C)C(C)C)=[Pd-2]